BrC1=C(C=C2C(C(NC2=C1)=O)(C)C)C 6-bromo-3,3,5-trimethyl-indolin-2-one